7-[3-[[tert-butyl(diphenyl)silyl]oxymethyl]azetidin-1-yl]-8-methoxy-5,5-dimethyl-6H-benzo[h]quinazolin-4-amine [Si](C1=CC=CC=C1)(C1=CC=CC=C1)(C(C)(C)C)OCC1CN(C1)C1=C(C=CC2=C1CC(C=1C(=NC=NC21)N)(C)C)OC